BrC1=CC=C(C=C1)/C=C/C(=O)NNC(\C=C\C1=CC(=C(C=C1)Cl)Cl)=O (E)-3-(4-bromophenyl)-N'-((E)-3-(3,4-dichlorophenyl)acryloyl)acrylohydrazide